(R)-2-methyl-1-(pyridin-2-yl)piperazine C[C@H]1N(CCNC1)C1=NC=CC=C1